N[C@H](C(=O)NC1=CC=C(C(=O)NS(=O)(=O)C)C=C1)C1=CC=CC=C1 (S)-4-(2-amino-2-phenylacetamido)-N-(methylsulfonyl)benzamide